N-tertiary butyl-acetamide C(C)(C)(C)NC(C)=O